tert-butyl (4-(2-(4-chloro-3-fluorophenoxy)acetamido)-2-oxobicyclo[2.2.2]octan-1-yl)carbamate ClC1=C(C=C(OCC(=O)NC23CC(C(CC2)(CC3)NC(OC(C)(C)C)=O)=O)C=C1)F